NC1=CC=CC(=N1)S(=O)(=O)NC(=O)C=1C(=NC(=CC1)C1=CC(=CC(=C1)OCC(C)C)F)N1C(C[C@@H](C1)C)(C)C N-[(6-amino-2-pyridyl)sulfonyl]-6-(3-fluoro-5-isobutoxy-phenyl)-2-[(4S)-2,2,4-trimethylpyrrolidin-1-yl]pyridine-3-carboxamide